S1C(=NC2=C1C=CC=C2)NC2=C(C=C(N=N2)N(C2=CC=C(C(=N2)C(=O)O)C=2C=NN(C2C)CC(C)(C)C)C)C 6-((6-(Benzo[d]thiazol-2-ylamino)-5-methylpyridazin-3-yl)(methyl)amino)-3-(5-methyl-1-neopentyl-1H-pyrazol-4-yl)picolinic acid